ClC1=C2COC(C2=CC=C1F)=O 4-chloro-5-fluoroisobenzofuran-1(3H)-one